pyrano[2,3-c]quinoline-3(4H)-carboxylic acid tert-butyl ester C(C)(C)(C)OC(=O)C1C=CC2=C(C=NC=3C=CC=CC23)O1